4-hydroxyanilino-t-butyl carbonate C(OC(CNC1=CC=C(C=C1)O)(C)C)([O-])=O